BrC=1C(=NC=C(C1C(=O)OC)C(F)(F)F)OC1=C(C(=C(C=C1)F)F)C methyl 3-bromo-2-(3,4-difluoro-2-methyl-phenoxy)-5-(trifluoromethyl)pyridine-4-carboxylate